The molecule is an enal, a member of catechols, a dialdehyde and a carboxylic ester. It has a role as a plant metabolite. It derives from a hydroxytyrosol. C/C=C(/C=O)\\C(CC=O)CC(=O)OCCC1=CC(=C(C=C1)O)O